OCC(CCN(C(OC(C)(C)C)=O)C(CC1=CC=CC=C1)=O)=O tert-butyl (4-hydroxy-3-oxobutyl)(phenylacetyl)carbamate